N1C(NC2(C3=CC=CC=C13)CCNCC2)=O spiro[piperidine-4,4'-quinazolin]-2'(3'H)-one